6-((S)-1-amino-1,3-dihydrospiro[indene-2,4'-piperidin]-1'-yl)-3-(1-phenylpropyl)-1,5-dihydro-4H-pyrazolo[3,4-d]pyrimidin-4-one N[C@@H]1C2=CC=CC=C2CC12CCN(CC2)C=2NC(C1=C(N2)NN=C1C(CC)C1=CC=CC=C1)=O